Propylphenol formate C(=O)OC1=C(C=CC=C1)CCC